[N+](=O)([O-])CCCCCNC(OC(C)(C)C)=O tert-Butyl (5-nitropentyl)carbamate